(2R)-N-((R)-(3-chloro-2,4-difluorophenyl)((3R,6R)-6-(trifluoromethyl)-tetrahydro-2H-pyran-3-yl)methyl)-2-methyl-3-oxopiperazine-1-carboxamide ClC=1C(=C(C=CC1F)[C@H](NC(=O)N1[C@@H](C(NCC1)=O)C)[C@@H]1CO[C@H](CC1)C(F)(F)F)F